tris(dichlorobromopropyl) phosphate P(=O)(OCCC(Br)(Cl)Cl)(OCCC(Br)(Cl)Cl)OCCC(Br)(Cl)Cl